N1(C=NC=C1)C=1N=[N+](C2=C(N1)C=CC(=C2)Cl)[O-] 3-(imidazole-1-yl)-7-chloro-benzo-1,2,4-triazine-1-oxide